C(CCCC)N(C1=CC=C(C=C1)C(=O)C1=CC=C(C=C1)N(CCCCC)CCCCC)CCCCC bis(4-(di-n-amyl-amino) phenyl) ketone